BrC1=CC=C(CC2N(C(CC2C(=O)NC2CC2)=O)CC)C=C1 (4-bromobenzyl)-N-cyclopropyl-1-ethyl-5-oxopyrrolidine-3-carboxamide